6-((1-acryloylpiperidin-4-yl)oxy)-4-((3-(hydroxy-methyl)phenyl)amino)-7-methoxyquinoline-3-carbonitrile C(C=C)(=O)N1CCC(CC1)OC=1C=C2C(=C(C=NC2=CC1OC)C#N)NC1=CC(=CC=C1)CO